[2-(4-Fluoro-phenylamino)-4-methyl-thiazol-5-yl]-p-tolyl-methanone FC1=CC=C(C=C1)NC=1SC(=C(N1)C)C(=O)C1=CC=C(C=C1)C